2,3-dihydro-1H-inden-2-yl-biguanidine HCl Cl.C1C(CC2=CC=CC=C12)NC(=N)NNC(=N)N